N-(3-(2-(dimethylamino)-ethoxy)-5-(trifluorometh-yl)phenyl)-6-(imidazo[1,2-a]pyridine-3-carbonyl)-4,5,6,7-tetrahydrothieno-[2,3-c]pyridine-3-carboxamide CN(CCOC=1C=C(C=C(C1)C(F)(F)F)NC(=O)C1=CSC=2CN(CCC21)C(=O)C2=CN=C1N2C=CC=C1)C